ClC1=C(C(=C(C=C1OC)OC)Cl)C1=CC2=C(N=C(N=C2)N[C@H]2[C@H](COC2)NC(C=C)=O)C(=N1)NC[C@H]1OCCC1 N-((3R,4S)-4-((6-(2,6-dichloro-3,5-di-methoxyphenyl)-8-((((S)-tetrahydro-furan-2-yl)methyl)amino)pyrido[3,4-d]pyrimidin-2-yl)amino)tetrahydro-furan-3-yl)acrylamide